dimethyl-[4-(1-phenylvinyl)phenyl]silane C[SiH](C1=CC=C(C=C1)C(=C)C1=CC=CC=C1)C